COC12CCC(C=3C4=C(C(OC13)=O)SC(=C4)C4=CC=NC=C4)CC2 6-methoxy-2-(pyridin-4-yl)-6,7,8,9-tetrahydro-4H-6,9-ethanothieno[2,3-c]chromen-4-one